6-chloro-3-(1-{4-[(R)-3-(2-methoxy-ethoxy)-pyrrolidine-1-carbonyl]-phenyl}-1H-[1,2,3]triazol-4-yl)-1H-quinolin-2-one ClC=1C=C2C=C(C(NC2=CC1)=O)C=1N=NN(C1)C1=CC=C(C=C1)C(=O)N1C[C@@H](CC1)OCCOC